OP(O)OP(O)O.C([C@H](O)[C@H](O)CO)O.C([C@H](O)[C@H](O)CO)O.C([C@H](O)[C@H](O)CO)O.C([C@H](O)[C@H](O)CO)O.C([C@H](O)[C@H](O)CO)O penta-erythritol diphosphite